[N+](=O)([O-])C=1C(=C2C(=NC1)C=CS2)NCC2CCOCC2 6-Nitro-N-((tetrahydro-2H-pyran-4-yl)methyl)thieno[3,2-b]pyridin-7-amine